COC([C@H](CCC=C)N1CCNCCNCCNCC1)=O.C(C)(C)(C)OC(CN1CCN(CCN(CCN(CC1)CC(OC(C)(C)C)=O)CC(OC(C)(C)C)=O)[C@H](C(=O)OC)CCC=C)=O methyl (2S)-2-[4,7,10-tris(2-tert-butoxy-2-oxoethyl)-1,4,7,10-tetraazacyclododecan-1-yl]hex-5-enoate methyl-(2S)-2-(1,4,7,10-tetraazacyclododecan-1-yl)hex-5-enoate